Fmoc-D-aspartic acid α-tert-butyl ester CC(C)(C)OC(=O)[C@@H](CC(=O)O)NC(=O)OCC1C2=CC=CC=C2C3=CC=CC=C13